BrC1=CN=C2C(N(C=NN21)CC2(CCN(CC2)C(CC(C(F)F)N2N=C(C=C2)F)=O)O)=O 7-bromo-3-((1-(4,4-difluoro-3-(3-fluoro-1H-pyrazol-1-yl)butyryl)-4-hydroxypiperidin-4-yl)methyl)imidazo[2,1-f][1,2,4]triazin-4(3H)-one